N-hexanoyl-Serine C(CCCCC)(=O)N[C@@H](CO)C(=O)O